2,3,4,5-tetrakis(3-phenyl-9H-carbazol-9-yl)-6-(pyridin-2-yl)benzonitrile C1(=CC=CC=C1)C=1C=CC=2N(C3=CC=CC=C3C2C1)C1=C(C#N)C(=C(C(=C1N1C2=CC=CC=C2C=2C=C(C=CC12)C1=CC=CC=C1)N1C2=CC=CC=C2C=2C=C(C=CC12)C1=CC=CC=C1)N1C2=CC=CC=C2C=2C=C(C=CC12)C1=CC=CC=C1)C1=NC=CC=C1